S(=O)(=O)(O)N sulfoamine